4,7,10,13,16-pentaoxanonadecane-1,19-dioic acid bis(2,3,5,6-tetrafluorophenyl) ester FC1=C(C(=C(C=C1F)F)F)OC(CCOCCOCCOCCOCCOCCC(=O)OC1=C(C(=CC(=C1F)F)F)F)=O